O1N=CC=C1CN1N=CC(=C1)C1=NC=2N3C(N(C(C2N1)=O)CCC)=NC=C3 2-[1-(isoxazol-5-ylmethyl)pyrazol-4-yl]-5-propyl-3H-imidazo[2,1-b]purin-4-one